(1S-cis)-2-fluorocyclopropylamine F[C@H]1[C@H](C1)N